2-Bromo-5-fluoro-3-methoxypyridine BrC1=NC=C(C=C1OC)F